5-(4-chloro-2-fluorophenyl)-2,3-dimethyl-7-(2-(5-pyrimidinyl)-4-morpholinyl)pyrido[4,3-d]pyrimidin-4(3H)-one ClC1=CC(=C(C=C1)C1=NC(=CC=2N=C(N(C(C21)=O)C)C)N2CC(OCC2)C=2C=NC=NC2)F